C(#N)C1=CC=C2C(=CN(C2=C1)COCC[Si](C)(C)C)C1=NC(=NC=C1SC(F)F)N[C@@H]1CN(CCC1)C(=O)OC(C)(C)C tert-butyl (3S)-3-[[4-[6-cyano-1-(2-trimethylsilylethoxymethyl) indol-3-yl]-5-(difluoromethylsulfanyl)pyrimidin-2-yl]amino]piperidine-1-carboxylate